tert-butyl (3R,6S)-10-cyano-3,4,5,6-tetrahydro-2H-3,6-epiminooxocino[3,2-c]pyridine-11-carboxylate C(#N)C=1C2=C(C=NC1)[C@@H]1CC[C@H](CO2)N1C(=O)OC(C)(C)C